1-(4'-(tert-butyl)-[1,1'-biphenyl]-4-yl)ethan-1-one C(C)(C)(C)C1=CC=C(C=C1)C1=CC=C(C=C1)C(C)=O